COC(=O)C=1C=C2C(=NC1)CC1(C(NC3=NC=CC=C31)=O)C2 2'-oxo-1',2',5,7-tetrahydrospiro[cyclopenta[b]pyridine-6,3'-pyrrolo[2,3-b]pyridine]-3-carboxylic acid methyl ester